6-(2-fluorophenyl)-N2-(2-fluoropyridin-4-yl)-N4-isopropyl-1,3,5-triazine-2,4-diamine FC1=C(C=CC=C1)C1=NC(=NC(=N1)NC1=CC(=NC=C1)F)NC(C)C